Di-tert-butyl 1-(4-(tert-butoxy)-3,3-dimethyl-4-oxobutyl)-6-hydroxyhexahydropyrrolo[3,2-c]pyrazole-2,4-dicarboxylate C(C)(C)(C)OC(C(CCN1N(CC2C1C(CN2C(=O)OC(C)(C)C)O)C(=O)OC(C)(C)C)(C)C)=O